(2S,3R)-3-((R or S)-2-(1-(2,5-bis(trifluoromethyl)benzyl)piperidin-4-yl)-1-methyl-1,2,3,4-tetrahydroquinolin-7-yl)-3-cyclopropyl-2-methylpropanoic acid FC(C1=C(CN2CCC(CC2)[C@@H]2N(C3=CC(=CC=C3CC2)[C@@H]([C@@H](C(=O)O)C)C2CC2)C)C=C(C=C1)C(F)(F)F)(F)F |o1:11|